tert-Butyl 8'-bromo-7'-fluoro-2'-oxo-2',3'-dihydrospiro[azetidine-3,1'-pyrrolo[2,3-c]quinoline]-1-carboxylate BrC1=CC=2C3=C(C=NC2C=C1F)NC(C31CN(C1)C(=O)OC(C)(C)C)=O